(2S,5R)-N-(2-(2,3-dichlorophenyl)propan-2-yl)-5-(hydroxymethyl)morpholine-2-carboxamide hydrochloride Cl.ClC1=C(C=CC=C1Cl)C(C)(C)NC(=O)[C@@H]1CN[C@@H](CO1)CO